CC1=CC(=C(C=C1)S(=O)(=O)N1[C@@H](CCC1)C(=O)OC(C)(C)C)O[C@H](C)CCC=O |&1:23| tert-Butyl ((4-methyl-2-(((RS)-5-oxopentan-2-yl)oxy)phenyl)sulfonyl)-L-prolinate